2-[[3-ethoxycarbonyl-6-(trifluoromethoxy)-4-quinolinyl]amino]pyridine-3-carboxylic acid C(C)OC(=O)C=1C=NC2=CC=C(C=C2C1NC1=NC=CC=C1C(=O)O)OC(F)(F)F